CN1CCC(CC1)N1CC=2N(CC1)C1=C(N2)C=CC(=C1)C1=CC=NC=C1 2-(1-methylpiperidin-4-yl)-7-(pyridin-4-yl)-1,2,3,4-tetrahydrobenzo[4,5]imidazo[1,2-a]pyrazine